NCCNCCC[Si](OC)(OC)C 3-(2-aminoethylamino)propyl-methyldimethoxysilane